[Se].OC=1[C@H](OC(C1O)=O)[C@H](CO)O vitamin C selenium